Para-dimethylaminomethylstyrol CN(C)CC1=CC=C(C=C)C=C1